ClC=1C=C(C=CC1F)NC(N([C@@H]1COCC=2NC(C3=C(C21)SC=C3)=O)C)=O (S)-3-(3-chloro-4-fluorophenyl)-1-methyl-1-(4-oxo-4,6,8,9-tetrahydro-5H-pyrano[3,4-b]thieno[2,3-d]pyridin-9-yl)urea